C(C1=CC=CC=C1)(=O)O.OC1=CC=C(C2=CC=CC=C12)O 1,4-dihydroxynaphthalene monobenzoate